3-(4-chlorophenylphenyl)-5-methylphthalazine ClC1=CC=C(C=C1)C1=C(C=CC=C1)N1NC=C2C=CC=C(C2=C1)C